6-{3-[3-(2-methoxybenzenesulfonyl)propanoyl]-3,8-diazabicyclo[3.2.1]octan-8-yl}pyridine-3-carbonitrile COC1=C(C=CC=C1)S(=O)(=O)CCC(=O)N1CC2CCC(C1)N2C2=CC=C(C=N2)C#N